ClC1=CC(=C(C=C1)C1=NC(=NC2=C1N=C(N(C2=O)C)C)C2C[C@@H](OCC2)C2=CC(=NC=C2)C)F 8-(4-chloro-2-fluoro-phenyl)-2,3-dimethyl-6-[(2R)-2-(2-methyl-4-pyridyl)tetrahydropyran-4-yl]pyrimido[5,4-d]pyrimidin-4-one